ON1CCCCC1 oxylpiperidin